6,7-dihydro-5H-pyrazolo[5,1-b][1,3]oxazine-3-carboxylic acid N1=CC(=C2OCCCN21)C(=O)O